C(CCC)[C@H]1N(S(C2=C(N(C1)C1=CC=C(C=C1)F)C=C(C(=C2)O\C=C(\C(=O)OCC)/F)SCC)(=O)=O)C ethyl (R)-(Z)-3-((3-butyl-7-(ethylthio)-5-(4-fluorophenyl)-2-methyl-1,1-dioxido-2,3,4,5-tetrahydro-1,2,5-benzothiadiazepin-8-yl)oxy)-2-fluoroacrylate